γ-(methylamino)propyltrimethoxysilane methyl-2-fluoro-2-(2-(N-(4-methoxybenzyl)cyclopropane-sulfonamido)pyrimidin-4-yl)butanoate COC(C(CC)(C1=NC(=NC=C1)N(S(=O)(=O)C1CC1)CC1=CC=C(C=C1)OC)F)=O.CNCCC[Si](OC)(OC)OC